tert-butyl (rac)-7-acryloyl-2-(4-isopropylphenyl)-10-methyl-3,4,5a,6,7,8,9,10-octahydro-1,2,5,7,10-pentaazacycloocta[cd]indene-5(2H)-carboxylate C(C=C)(=O)N1C[C@H]2C=3C(=NN(C3CCN2C(=O)OC(C)(C)C)C2=CC=C(C=C2)C(C)C)N(CC1)C |r|